(S)-N-(2-fluoro-3-((3-(2-(piperidin-3-ylamino)pyrimidin-4-yl)pyridin-2-yl)oxy)phenyl)propane-1-sulfonamide FC1=C(C=CC=C1OC1=NC=CC=C1C1=NC(=NC=C1)N[C@@H]1CNCCC1)NS(=O)(=O)CCC